N1=C(C=CC=C1)[C@@]1(CCOC2(CCCC2)C1)CCNCCC1=CC=C(C=C1)C(F)(F)F {2-[(9R)-9-(pyridin-2-yl)-6-oxaspiro[4.5]decan-9-yl]ethyl}({2-[4-(trifluoromethyl)phenyl]ethyl})amine